tert-Butyl 3-(4-aminophenyl)-3-methylpyrrolidine-1-carboxylate NC1=CC=C(C=C1)C1(CN(CC1)C(=O)OC(C)(C)C)C